CON=C(COC1=CC(=NN1C)C(F)F)C1=CC(=CC=C1)Cl 1-(3-chlorophenyl)-2-((3-(difluoromethyl)-1-methyl-1H-pyrazol-5-yl)oxy)ethan-1-one-O-methyl oxime